[3-(4-aminocinnolin-7-yl)-4-(3-methylbutanamido)phenyl]boronic Acid Formic Acid Salt C(=O)O.NC1=CN=NC2=CC(=CC=C12)C=1C=C(C=CC1NC(CC(C)C)=O)B(O)O